(1S,2R,3R,5R)-2-fluoro-3-(methyl-(3-(methylthio)-1,2,4-triazin-6-yl)amino)-8-azabicyclo[3.2.1]Octane-8-carboxylic acid tert-butyl ester C(C)(C)(C)OC(=O)N1[C@@H]2[C@@H]([C@@H](C[C@H]1CC2)N(C2=CN=C(N=N2)SC)C)F